(dimethylamino)pentanoat CN(C)C(C(=O)[O-])CCC